N-(2-bromophenyl)-4-(2-(piperidin-1-yl)ethoxy)benzamide BrC1=C(C=CC=C1)NC(C1=CC=C(C=C1)OCCN1CCCCC1)=O